COC([C@@H]([C@H](CN=[N+]=[N-])O)NC(=O)OCC1=CC=CC=C1)=O.BrC1=C(C=CC(=C1)C=1C=C2C(=NC1)NC=C2CC)NC(C)=O N-(2-bromo-4-(3-ethyl-1H-pyrrolo[2,3-b]pyridin-5-yl)phenyl)acetamide methyl-(2R,3S)-4-azido-2-(((benzyloxy)carbonyl)amino)-3-hydroxybutanoate